CC(COCC(C)O)O 1,1-oxydipropan-2-ol